((5R,8aS)-3-chloro-5-methyl-5,6,8a,9-tetrahydro-8H-7,10-dioxa-2,4,4b-triazaphenanthren-1-yl)-methanol ClC=1N=C(C=2OC[C@@H]3COC[C@H](N3C2N1)C)CO